5-bromo-(2,3-dichlorophenyl)-6-hydroxy-2-methylpyrimidin-4(3H)-one BrC=1C(N(C(=NC1O)C)C1=C(C(=CC=C1)Cl)Cl)=O